tert-butyl ((4-cyano-5-iodo-1H-imidazol-2-yl)methyl)(ethyl)carbamate C(#N)C=1N=C(NC1I)CN(C(OC(C)(C)C)=O)CC